C[C@H]1CC2=CC(CCC2CC1)C (2R)-2,7-dimethyl-octahydronaphthalen